CC1(CC[C@H](CO1)CN(C1=C(C(=NC=N1)NC[C@@H]1[C@H](CN(CC1)C(=O)OC(C)(C)C)O)F)CC)C |o1:4,&1:17,18| tert-butyl (3RS,4RS)-4-(((6-((((S*)-6,6-dimethyltetrahydro-2H-pyran-3-yl)methyl)(ethyl)amino)-5-fluoropyrimidin-4-yl)amino)methyl)-3-hydroxypiperidine-1-carboxylate